(R)-3-({2-fluoro-3-[(methylsulfamoyl)amino]phenyl}methyl)-4-methyl-7-(pyridazin-3-yloxy)-3,4-dihydro-2H-1,3-benzoxazin-2-one FC1=C(C=CC=C1NS(NC)(=O)=O)CN1C(OC2=C([C@H]1C)C=CC(=C2)OC=2N=NC=CC2)=O